(S)-2-(1-amino-5-(ethoxycarbonyl)-4-(4-((4-iodopyridin-2-yl)carbamoyl)Phenyl)-1H-imidazol-2-yl)piperidine-1-carboxylic acid tert-butyl ester C(C)(C)(C)OC(=O)N1[C@@H](CCCC1)C=1N(C(=C(N1)C1=CC=C(C=C1)C(NC1=NC=CC(=C1)I)=O)C(=O)OCC)N